N-(4-{[6-(5-chloro-2-fluorophenyl)-3-{[(3-hydroxyphenyl)methyl]amino}pyridazin-4-yl]amino}pyridin-2-yl)-3-(4-methylpiperazin-1-yl)propanamide ClC=1C=CC(=C(C1)C1=CC(=C(N=N1)NCC1=CC(=CC=C1)O)NC1=CC(=NC=C1)NC(CCN1CCN(CC1)C)=O)F